C(C1=CC=CC=C1)(C1=CC=CC=C1)N1CCC(CC1)N1CC2=CC=C(C=C2CC1)NCC(C)C 2-(1-benzhydrylpiperidin-4-yl)-N-isobutyl-1,2,3,4-tetrahydroisoquinolin-6-amine